5-[[1-[(3S)-4,4-difluoro-3-(3-fluoro-1H-pyrazol-1-yl)-1-oxobutyl]-4-hydroxy-4-piperidinyl]methyl]-1-(4-fluorophenyl)-1,5-dihydro-4H-Pyrazolo[3,4-d]pyrimidin-4-one FC([C@H](CC(=O)N1CCC(CC1)(O)CN1C=NC2=C(C1=O)C=NN2C2=CC=C(C=C2)F)N2N=C(C=C2)F)F